C1(=CC=CC=C1)\C=C\1/N(C(C2=CC=C(C=C12)F)=O)N(C1=NC=CC=C1)C (Z)-3-Phenylmethylene-5-fluoro-2-(methyl-[2-pyridyl]amino)isoindolin-1-one